(5S)-N-((4-chlorophenyl)(4-(trifluoromethyl)-1H-imidazol-2-yl)methyl)-2-oxo-oxazolidine-5-carboxamide ClC1=CC=C(C=C1)C(NC(=O)[C@@H]1CNC(O1)=O)C=1NC=C(N1)C(F)(F)F